rel-2'-chloro-5'-methoxy-6-methyl-N-(5-((1S,2R)-2-methylcyclopropyl)-1,3,4-thiadiazol-2-yl)-(4,4'-bipyridine)-3-carboxamide ClC1=NC=C(C(=C1)C1=C(C=NC(=C1)C)C(=O)NC=1SC(=NN1)[C@@H]1[C@@H](C1)C)OC |o1:22,23|